4-(hydroxymethyl)-6-methylpyridin-2-ol OCC1=CC(=NC(=C1)C)O